(3-methoxy-5-(1H-pyrazol-1-yl)phenoxy)thieno[3,2-d]pyrimidine COC=1C=C(OC=2N=CC3=C(N2)C=CS3)C=C(C1)N1N=CC=C1